C12(C(CCCC1)O2)C[Si](OCC)(C)C epoxycyclohexyl-methyl-dimethyl-(ethoxy)silane